(2S,3S,4R,5R)-5-(6-(benzylamino)-2-(5-methylpyridin-3-yl)-9H-purin-9-yl)-3,4-dihydroxyl-N-methyltetrahydrofuran-2-formamide C(C1=CC=CC=C1)NC1=C2N=CN(C2=NC(=N1)C=1C=NC=C(C1)C)[C@H]1[C@@H]([C@@H]([C@H](O1)C(=O)NC)O)O